[Se](=O)([O-])[O-].[K+].[K+] Kalium selenit